6-(benzo[b]thiophen-3-yl)-3-(1H-tetrazol-5-yl)pyrazolo[1,5-a]pyrimidin-7-amine S1C2=C(C(=C1)C=1C=NC=3N(C1N)N=CC3C3=NN=NN3)C=CC=C2